C1C(CCCCCCCCCC)O1 1,2-Epoxydodecan